octan-2-yl-silane Benzyl-((1S)-3-methyl-1-(oxiran-2-yl)butyl)carbamate C(C1=CC=CC=C1)N(C(O)=O)[C@@H](CC(C)C)C1OC1.CC(CCCCCC)[SiH3]